1-(2-chloro-5-methoxypyridin-4-yl)-N-(5-methoxy-1,3,4-thiadiazol-2-yl)-1H-pyrazole-3-carboxamide ClC1=NC=C(C(=C1)N1N=C(C=C1)C(=O)NC=1SC(=NN1)OC)OC